methyl 6-[[5-[3-[3-[2-[2-[2-(2-aminoethoxy)ethoxy]ethoxy]ethoxy] propanoylamino]propylcarbamoyl]-1-naphthyl]oxy]pyridine-3-carboxylate NCCOCCOCCOCCOCCC(=O)NCCCNC(=O)C1=C2C=CC=C(C2=CC=C1)OC1=CC=C(C=N1)C(=O)OC